methyl 3-(N-(4-((2-amino-7H-pyrrolo[2,3-d]pyrimidin-4-yl)oxy)phenyl)sulfamoyl)propanoate NC=1N=C(C2=C(N1)NC=C2)OC2=CC=C(C=C2)NS(=O)(=O)CCC(=O)OC